7-bromo-3-methyl-4,5-dihydro-1H-benzo[g]indole-2-carboxylic acid ethyl ester C(C)OC(=O)C=1NC=2C3=C(CCC2C1C)C=C(C=C3)Br